C(C1=CC=CC=C1)(C1=CC=CC=C1)C1N2CCC(C1OC1=C(C=CC=C1)C(C=C)=O)CC2 1-(2-((2-benzhydrylquinuclidin-3-yl)oxy)phenyl)propan-2-en-1-one